tert-butyl 1-(1-(3-bromocyclopentyl)-2-methoxy-2-oxoethyl)hydrazine-1,2-dicarboxylate BrC1CC(CC1)C(C(=O)OC)N(NC(=O)[O-])C(=O)OC(C)(C)C